5-Fluoro-N4-(3-hydroxyphenyl)-N2-[1-(3-hydroxypropyl)indazol-5-yl]-2,4-pyrimidinediamine FC=1C(=NC(=NC1)NC=1C=C2C=NN(C2=CC1)CCCO)NC1=CC(=CC=C1)O